N1N=CC=2C1=CN=C(C2)NC2=CC(=NC(=N2)C=2C=NC=CC2)N2CC1(CC2)CC(CCC1)C(=O)NC 2-(6-((1H-pyrazolo[3,4-c]pyridin-5-yl)amino)-2-(pyridin-3-yl)pyrimidin-4-yl)-N-methyl-2-azaspiro[4.5]decane-7-carboxamide